4-amino-1-((2R,3S,4S,5R)-4-hydroxy-5-(hydroxymethyl)-3,5-dimethyltetrahydrofuran-2-yl)pyrimidin-2(1H)-one NC1=NC(N(C=C1)[C@@H]1O[C@]([C@H]([C@@H]1C)O)(C)CO)=O